C1(=C(C=CC=C1)C1(C)C(C=CC=C1)S(=O)(=O)O)C 1-(o-tolyl)-2-toluenesulfonic acid